1-((1,3-dimethylpyrrolidin-3-yl)methyl)-1-(4-fluorobenzyl)-3-(4-isobutoxybenzyl)urea CN1CC(CC1)(C)CN(C(=O)NCC1=CC=C(C=C1)OCC(C)C)CC1=CC=C(C=C1)F